FC1(CCC(CC1)NC1=NC(=CC(=C1)C1(CN(CC1)C(=O)OC)O)N1N=C(C=C1)C)F methyl 3-(2-((4,4-difluorocyclohexyl)amino)-6-(3-methyl-1H-pyrazol-1-yl)pyridin-4-yl)-3-hydroxypyrrolidine-1-carboxylate